2-fluoro-N-(pyridin-2-yl)benzamide FC1=C(C(=O)NC2=NC=CC=C2)C=CC=C1